triazahexacosan-1-aminium N(NNCCCCCCCCCCCCCCCCCCCCCCC)[NH3+]